tert-butyl (1-(3,6-dimethoxypyridin-2-yl)butan-2-yl)carbamate COC=1C(=NC(=CC1)OC)CC(CC)NC(OC(C)(C)C)=O